OC1CCOS1(=O)=O hydroxypropanesultone